C(C)(C)(C)N1CC(C(CC1)N)C 1-(tert-butyl)-3-methylpiperidin-4-amine